4-(2-(4-oxo-4H-benzo[d][1,3]oxathiin-2-yl)acetyl)benzonitrile O=C1C2=C(SC(O1)CC(=O)C1=CC=C(C#N)C=C1)C=CC=C2